4-[[(7S)-1-[5-[(1S)-1-(2,2-difluoro-1,3-benzodioxol-5-yl)ethoxy]-3-pyridinyl]-3-(trifluoromethyl)-4,5,6,7-tetrahydroindazol-7-yl]oxy]bicyclo[2.2.2]octane-1-carboxylic acid FC1(OC2=C(O1)C=CC(=C2)[C@H](C)OC=2C=C(C=NC2)N2N=C(C=1CCC[C@@H](C21)OC21CCC(CC2)(CC1)C(=O)O)C(F)(F)F)F